(S)-4-(4-acryloyl-2-methylpiperazin-1-yl)-6-chloro-1-(2-isopropylphenyl)-7-(piperidin-1-yl)pyrido[2,3-d]pyrimidin-2(1H)-one C(C=C)(=O)N1C[C@@H](N(CC1)C=1C2=C(N(C(N1)=O)C1=C(C=CC=C1)C(C)C)N=C(C(=C2)Cl)N2CCCCC2)C